4-[(3-chloro-4-fluorophenyl)amino]-6-((S)-tetrahydrofuran-3-yloxy)-7-hydroxy-quinazoline ClC=1C=C(C=CC1F)NC1=NC=NC2=CC(=C(C=C12)O[C@@H]1COCC1)O